hexahydro-diaza-cyclopropa[a]indene-2,4-dione N1N2C1CC1CC(CC(C21)=O)=O